O=C1C(CCC1)=O oxo-cyclopentanone